methyl 6-bromo-1-((2-(trimethylsilyl) ethoxy) methyl)-1,4-dihydropyrazolo[3',4':4,5]pyrrolo[3,2-b]pyridine-3-carboxylate BrC=1C=C2C(=NC1)C1=C(N2)C(=NN1COCC[Si](C)(C)C)C(=O)OC